ClC1=CC(=C(COC2=CC=CC(=N2)C2=C(C=C(CC3=NC4=C(N3C[C@@H]3OCCC3)C=CC=C4)C=C2)F)C=C1)F (R)-2-(4-(6-(4-Chloro-2-fluorobenzyloxy)pyridin-2-yl)-3-fluorobenzyl)-1-((tetrahydrofuran-2-yl)methyl)-1H-benzo[d]imidazol